FC(C=1C(=C(C=CC1)[C@@H](C)NC=1C2=C(N=C(N1)C)C=NC(=C2)S(=O)(=O)N2CCN(CC2)C(C)=O)F)F (R)-1-(4-((4-((1-(3-(difluoromethyl)-2-fluorophenyl)ethyl)amino)-2-methylpyrido[3,4-d]pyrimidin-6-yl)sulfonyl)piperazin-1-yl)ethan-1-one